[Sn].[In].[Ga].[In] indium-gallium-indium-tin